C1CCNC(C1)C(C2=CC(=NC3=C2C=CC=C3C(F)(F)F)C(F)(F)F)O The molecule is an organofluorine compound that consists of quinoline bearing trifluoromethyl substituents at positions 2 and 8 as well as a (2-piperidinyl)hydroxymethyl substituent at position 4. It is an organofluorine compound, a member of piperidines, a member of quinolines and a secondary alcohol.